N1=CC=CC2=CC=CC(=C12)OCC(=O)NN 2-(quinoline-8-oxy)acethydrazide